(4,4-difluoro-1-methyl-cyclohexyl)-3-methyl-imidazo[1,2-a]pyridine-2-carboxamide FC1(CCC(CC1)(C)C1=CC=CC=2N1C(=C(N2)C(=O)N)C)F